(2r,3r,4s,5s)-5-(1,3-benzodioxol-5-yl)-3,4-dimethyl-2-tetrahydrofuranyl-2-methoxyphenol O1COC2=C1C=CC(=C2)C=2C(=C([C@](C(C2)O)(OC)C2OCCC2)C)C